tert-butyl N-[(1S,3R)-3-(iodomethyl)cyclohexyl]carbamate IC[C@H]1C[C@H](CCC1)NC(OC(C)(C)C)=O